N2-(((9H-fluoren-9-yl)methoxy)carbonyl)glycylglycine sodium [Na].C1=CC=CC=2C3=CC=CC=C3C(C12)COC(=O)NCC(=O)NCC(=O)O